N=1NN=NC1CC=1C=CC(=C(CC=2C(=NC(=NC2C)N)N[C@H](CCO)CCCC)C1)OC (S)-3-((5-(5-((2H-tetrazol-5-yl)methyl)-2-methoxybenzyl)-2-amino-6-methylpyrimidin-4-yl)amino)heptan-1-ol